C(C)(=O)OC[C@]1(C(N(C[C@@H]1C1=CC=C(C=C1)C(F)(F)F)C)=O)C(=O)NC1=C(C(=CC=C1)F)F (3S,4R)-3-[(acetoxy)methyl]-N-(2,3-difluorophenyl)-1-methyl-2-oxo-4-[4-(trifluoromethyl)phenyl]-3-pyrrolidinecarboxamide